FC(OC1=CC=CC=2C(N([C@H]3C=4N([C@@H](C21)C3)C3=C(N4)C=CC(=C3)C3=CC(=C(CP(OC)(OC)=O)C=C3)F)C([2H])([2H])[2H])=O)F dimethyl (4-((7R,14R)-1-(difluoromethoxy)-6-(methyl-d3)-5-oxo-5,6,7,14-tetrahydro-7,14-methanobenzo[f]benzo[4,5]imidazo[1,2-a][1,4]diazocin-11-yl)-2-fluorobenzyl)phosphonate